4-bromopyrrole-2-carboxylic acid BrC=1C=C(NC1)C(=O)O